5-((3-Chloropyridin-4-yl)amino)-3-(3-hydroxy-3-methylbutyl)-1-methyl-1,3-dihydro-2H-benzo[d]imidazol-2-one ClC=1C=NC=CC1NC1=CC2=C(N(C(N2CCC(C)(C)O)=O)C)C=C1